CNC(=O)[C@@H]1CC[C@H](CC1)C1=NOC2(C1)CCN(CC2)C(=O)OC(C)(C)C tert-Butyl 3-[trans-4-(methylcarbamoyl)cyclohexyl]-1-oxa-2,8-diazaspiro[4.5]dec-2-ene-8-carboxylate